ClC=1C(=CC(=NC1)N(C(CC#N)=O)C1CCCCC1)C1=CC(=CC2=C1OC[C@H](N2)C)F (1S,3R)-N-(5-chloro-4-(6-fluoro-3-methyl-3,4-dihydro-2H-benzo[b][1,4]oxazin-8-yl)pyridin-2-yl)-3-(2-cyanoacetamido)cyclohexane